trans-tert-Butyl (4-(2-chloro-5-(2,2-dichloro-3-(3-chloro-4-fluorophenyl)cyclopropane-1-carboxamido)benzamido)-3-methylphenyl)carbamate ClC1=C(C(=O)NC2=C(C=C(C=C2)NC(OC(C)(C)C)=O)C)C=C(C=C1)NC(=O)[C@@H]1C([C@H]1C1=CC(=C(C=C1)F)Cl)(Cl)Cl